N1(CCCCC1)C(=O)OOCC1(CCC(CC1)C1N=C2C=C(C(=CC2=C1)[N+](=O)[O-])OC)O (((1S,4S)-1-hydroxy-4-(6-methoxy-5-nitro-2H-indol-2-yl) cyclohexyl) methoxy) piperidine-1-carboxylate